3,3,4,4,5,5,6,6,7,7,8,8,9,9,10,10,10-heptadecafluorodecane-1-thiol FC(CCS)(C(C(C(C(C(C(C(F)(F)F)(F)F)(F)F)(F)F)(F)F)(F)F)(F)F)F